C(C)C1=C(C=CC(=C1F)F)[C@H]1[C@@H](O[C@@]([C@H]1C)(C(F)(F)F)C)C(=O)NC1=CC(=NC=C1)C(=O)N 4-[[(2R,3S,4S,5S)-3-(2-ethyl-3,4-difluoro-phenyl)-4,5-dimethyl-5-(trifluoromethyl)tetrahydrofuran-2-carbonyl]amino]pyridine-2-carboxamide